ClC=1C(=NNC1C(F)F)C(F)F 4-Chloro-3,5-bis(difluoromethyl)pyrazol